ethyl 5-chloro-1,2-dioxo-2,3-dihydro-1H-pyrrolo[2,3-c]isoquinoline-7-carboxylate ClC1=NC2=C(C=3C=CC(=CC13)C(=O)OCC)C(C(N2)=O)=O